N-(2-(4-cyclopropyl-piperazine-1-yl)-5-(4-(2,6-dichloro-3,5-dimethoxyphenyl)imidazo[1,2-a][1,6]naphthyridin-8-yl)-4-methoxyphenyl)acrylamide C1(CC1)N1CCN(CC1)C1=C(C=C(C(=C1)OC)C1=NC=C2C=C(C=3N(C2=C1)C=CN3)C3=C(C(=CC(=C3Cl)OC)OC)Cl)NC(C=C)=O